3-methyl-2-(methyl(m-tolyl)amino)butanamide CC(C(C(=O)N)N(C=1C=C(C=CC1)C)C)C